[Na].C(CCCCCCCCCCC)(=O)N dodecanamide sodium